(R)-2-(5-methyl-6-(5-(piperazin-1-yl)pyrimidin-2-yl)-6,7,8,9-tetrahydro-5H-pyrido[3',4':4,5]pyrrolo[2,3-c]pyridazin-3-yl)phenol C[C@H]1N(CCC2=C1C1=C(N=NC(=C1)C1=C(C=CC=C1)O)N2)C2=NC=C(C=N2)N2CCNCC2